Cl.Cl.NC1CC(C1)NC1=C2C(=NC=3N1N=CC3Cl)C3(CCCC3)C(C2)O 8-(((1R,3R)-3-aminocyclobutyl)amino)-3-chloro-6,7-dihydrospiro[cyclopenta[d]pyrazolo[1,5-a]pyrimidine-5,1'-cyclopentane]-6-ol dihydrochloride